O1NCCC=C1 3H-oxazine